C(C1=CC=CC=C1)(C1=CC=CC=C1)NC(CC1N(C(CC1)=O)CC1=CC=C(C=C1)C)=O N-benzhydryl-2-[1-[(4-methylphenyl)methyl]-5-oxopyrrolidin-2-yl]acetamid